O(C1=CC=CC=C1)CCCCCN1C2=C(N(CCC1)C(=O)C1=CC=C(C=C1)NC(=O)C=1C(=CC=CC1)C1=CC=CC=C1)C=CC=C2 N-(4-(5-(5-phenoxypentyl)-2,3,4,5-tetrahydro-1H-benzo[b][1,4]diazepine-1-Carbonyl)phenyl)-[1,1'-biphenyl]-2-carboxamide